(M)-perfluorophenyl 1-(4-bromo-5-fluoro-2-methoxyphenyl)-2-oxo-1,2-dihydroquinoline-6-sulfonate BrC1=CC(=C(C=C1F)N1C(C=CC2=CC(=CC=C12)S(=O)(=O)OC1=C(C(=C(C(=C1F)F)F)F)F)=O)OC